N-(3-(2,6-diazaspiro[3.3]heptan-2-yl)phenyl)-8-chloro-N-methyl-[1,2,4]triazolo[4,3-a]quinazolin-5-amine C1N(CC12CNC2)C=2C=C(C=CC2)N(C2=NC=1N(C3=CC(=CC=C23)Cl)C=NN1)C